Methylsilanol Acetylmethionate C(C)(=O)C(S(=O)(=O)O)S(=O)(=O)O.C[SiH2]O